C(#N)C=1C=C(C=CC1)CCN1C[C@H]([C@@H](C1)C)COC=1C=CC(=C(C#N)C1)S(=O)(=O)C 5-{[(3S,4S)-1-[2-(3-cyanophenyl)ethyl]-4-methylpyrrolidin-3-yl]methoxy}-2-methanesulfonylbenzonitrile